C(C1=CC(=C(C(=C1)C(C)(C)C)O)C(C)(C)C)C1=CC(=C(C(=C1)C(C)(C)C)O)C(C)(C)C 4,4'-methylene-bis(2,6-di-t-butylphenol)